3-[3-Methyl-2-oxo-4-[4-(4-piperidinyloxy)-1-piperidinyl]benzimidazol-1-yl]piperidine-2,6-dione CN1C(N(C2=C1C(=CC=C2)N2CCC(CC2)OC2CCNCC2)C2C(NC(CC2)=O)=O)=O